NC=1C=CC(=C2CN(C(C12)=O)CC(C(=O)N)=C)C=1C=C2C(=NNC2=CC1)C1=CC=NC=C1 2-({7-amino-1-oxo-4-[3-(pyridin-4-yl)-1H-indazol-5-yl]-2,3-dihydro-1H-isoindol-2-yl}methyl)prop-2-enamide